4,4'-((2,3-diisobutyramido-1,4-phenylene)bis(naphthalene-8,1-diyl))bis(N-((R)-1-phenylethyl)benzamide) C(C(C)C)(=O)NC1=C(C=CC(=C1NC(C(C)C)=O)C=1C=CC=C2C=CC=C(C12)C1=CC=C(C(=O)N[C@H](C)C2=CC=CC=C2)C=C1)C=1C=CC=C2C=CC=C(C12)C1=CC=C(C(=O)N[C@H](C)C2=CC=CC=C2)C=C1